BrC1=C2C=C(C(=NC2=CC(=C1)F)C=1C(=NOC1)C)C1=CC=C(C=C1)N1CCN(CC1)C 4-(5-bromo-7-fluoro-3-(4-(4-methylpiperazin-1-yl)phenyl)quinolin-2-yl)-3-methylisoxazole